NC1=C(C=C(C=C1)OC1CCOCC1)O 2-amino-5-((tetrahydro-2H-pyran-4-yl)oxy)phenol